CC=1C=C(C=CC1)NCC[C@@]12CC(C[C@H]1[C@@H]1CC=C3C[C@H](CC[C@]3(C)[C@H]1CC2)O)=O (3-methylphenylaminomethyl)-16-oxo-androst-5-en-3beta-ol